(1S,5R)-8-(4-methoxybenzyl)-4-oxo-3,8-diazabicyclo[3.2.1]octane-2-carboxylic acid ethyl ester C(C)OC(=O)C1[C@@H]2CC[C@H](C(N1)=O)N2CC2=CC=C(C=C2)OC